CC(C)CS(=O)(=O)ON1C(C=CC(=C1)OC1CCN(CC1)C1=NC=C(C=N1)C(F)(F)F)=O (R)-1-(2-oxo-5-((1-(5-(trifluoromethyl) pyrimidin-2-yl) piperidin-4-yl) oxy) pyridin-1(2H)-yl) propan-2-ylmethanesulfonate